[Pr].[Tb].[Dy].[Nd] Neodymium-Dysprosium-Terbium-Praseodymium